(S)-N-(5-(2,4-difluorophenoxy)pyrazin-2-yl)-2-(3,3-dimethyl-4-((R)-5,6,7,8-tetrahydro-[1,2,4]triazolo[4,3-a]pyridine-6-carbonyl)piperazin-1-yl)propanamide FC1=C(OC=2N=CC(=NC2)NC([C@H](C)N2CC(N(CC2)C(=O)[C@@H]2CCC=3N(C2)C=NN3)(C)C)=O)C=CC(=C1)F